hydroxy-tetramethoxyflavone OC=1C(=C(C(=C2C(C(=C(OC12)C1=CC=CC=C1)OC)=O)OC)OC)OC